2-(2-(4-(4-(Dimethoxymethyl)piperidin-1-yl)phenyl)pyridin-4-yl)-6,7-dihydro-1H-pyrrolo[3,2-c]pyridin-4(5H)-one COC(C1CCN(CC1)C1=CC=C(C=C1)C1=NC=CC(=C1)C1=CC=2C(NCCC2N1)=O)OC